[N].N(CC(=O)O)N[C@@H](C)C(=O)O GlycineO-Alanine nitrogen